C[Si](C1=CC=C(C=C1)C(=[Hf](C1C=CC=C1)C1=CC=CC=2C3=CC=CC=C3CC12)C1=CC=C(C=C1)CCCC)(C)C (para-trimethylsilylphenyl)(para-n-butylphenyl)methylene(fluorenyl)(cyclopentadienyl)hafnium